isopropyl (1-methyl-propyl) sulfone CC(CC)S(=O)(=O)C(C)C